2-[(3-chloro-4-fluorophenyl)-[(1-ethynylcyclopropyl)methoxy]methyl]-5-methyl-4-methylsulfonyl-1H-imidazole ClC=1C=C(C=CC1F)C(C=1NC(=C(N1)S(=O)(=O)C)C)OCC1(CC1)C#C